NCC1=CC2=C(N(C(=N2)CN2C(N(C3=C2C=C(C=C3)F)C)=O)CCC(C)C)C=C1 3-((5-(Aminomethyl)-1-isopentyl-1H-benzo[d]imidazol-2-yl)methyl)-1-methyl-5-fluoro-1,3-dihydro-2H-benzo[d]imidazol-2-one